4-[1-[4-[2-(methylamino)ethoxy]phenyl]-2-phenyl-but-1-enyl]phenol CNCCOC1=CC=C(C=C1)C(=C(CC)C1=CC=CC=C1)C1=CC=C(C=C1)O